C1(CC1)C#CC(C)=NO trans-4-cyclopropylbut-3-yn-2-one oxime